(Z)-5-(hex-2,4-diyn-1-ylidene)furan-2(5H)-one C(/C#CC#CC)=C/1\C=CC(O1)=O